NCC=1C=CC(=NC1)C(N[C@@H](C(NCCCC[C@H](NC(N[C@@H](CCC(=O)OC(C)(C)C)C(=O)OC(C)(C)C)=O)C(=O)OC(C)(C)C)=O)CC=1C=NC2=CC=CC=C2C1)=O tri-tert-butyl (3R,10S,14S)-1-[5-(aminomethyl)pyridin-2-yl]-1,4,12-trioxo-3-[(quinolin-3-yl)methyl]-2,5,11,13-tetraazahexadecane-10,14,16-tricarboxylate